3-(BENZYLOXY)-4-FLUOROPHENYLBORONIC ACID C(C1=CC=CC=C1)OC=1C=C(C=CC1F)B(O)O